O[C@@H](C)C=1N(C=CN1)C(CCO)C=CC1=CC=C(C=C1)C1=CC=C(C=C1)OC1CCN(CC1)CCO 3-(2-((S)-1-hydroxyethyl)-1H-imidazol-1-yl)-5-(4'-((1-(2-hydroxyethyl)piperidin-4-yl)oxy)-[1,1'-biphenyl]-4-yl)pent-4-en-1-ol